6-(5-Cyano-1H-pyrazolo[3,4-b]pyridin-1-yl)-4-(((R)-1-cyanoethyl)amino)-N-((1r,4r)-4-(2-(4-(4-(2,6-dioxopiperidin-3-yl)phenyl)piperazin-1-yl)ethyl)cyclohexyl)nicotinamide C(#N)C=1C=C2C(=NC1)N(N=C2)C2=NC=C(C(=O)NC1CCC(CC1)CCN1CCN(CC1)C1=CC=C(C=C1)C1C(NC(CC1)=O)=O)C(=C2)N[C@H](C)C#N